[N+](=O)([O-])C=1C=C(C=CC1)C1OCCO1 2-(3-nitro-phenyl)-1,3-dioxolane